C1(=CC=CC=C1)[SnH2]C(C(F)(F)F)C(F)(F)F phenylstannyl-hexafluoropropane